FC1=CC=C(C=C1)N1N=C(C=C(C1=O)C(=O)O)C(C)C 2-(4-fluorophenyl)-6-iso-propyl-3-oxo-2,3-dihydro-pyridazine-4-carboxylic acid